isopropyl N-(tert-butoxycarbonyl)-O-(methylsulfonyl)serinate C(C)(C)(C)OC(=O)N[C@@H](COS(=O)(=O)C)C(=O)OC(C)C